3'-bromo-2-chloro-5-(difluoromethoxy)-3-fluoro-2'-methyl-[1,1'-biphenyl]-4-Formaldehyde BrC=1C(=C(C=CC1)C1=C(C(=C(C(=C1)OC(F)F)C=O)F)Cl)C